OCC(=O)NCC=1SC(=CC1)C(CSC=1C2=C(N=C(N1)C(F)(F)F)C=CC=N2)=O 2-hydroxy-N-((5-(2-((2-(trifluoromethyl)pyrido[3,2-d]pyrimidin-4-yl)thio)acetyl)thiophen-2-yl)methyl)acetamide